butyl (3-{[2-(benzyloxy)ethyl](methyl)amino}propyl)carbamate C(C1=CC=CC=C1)OCCN(CCCNC(OCCCC)=O)C